O1C(OCC1)C=1C(=CC(=C(C(=O)O)C1)F)NS(=O)(=O)C 5-(1,3-dioxolan-2-yl)-2-fluoro-4-methanesulfonamidobenzoic acid